FC(CN1C[C@@H]2[C@H](C1)CC(C2)CCOC=2C=C1C(=CNC1=CC2)NC(=O)C=2SC=CN2)(F)F N-(5-(2-((3aR,5r,6aS)-2-(2,2,2-trifluoroethyl)octa-hydrocyclopenta[c]pyrrol-5-yl)ethoxy)-1H-indol-3-yl)thiazole-2-carboxamide